4-(6-chloroindolin-1-yl)-6-(1H-pyrazolo[3,4-b]pyridin-5-yl)pyrido[3,2-d]pyrimidine ClC1=CC=C2CCN(C2=C1)C=1C2=C(N=CN1)C=CC(=N2)C=2C=C1C(=NC2)NN=C1